2-ethoxy-N-[(4-fluoro-3-methyl-phenyl)-methyl]-4-methyl-7-(trifluoromethyl)-quinoline-3-carboxylic acid amide C(C)OC1=NC2=CC(=CC=C2C(=C1C(=O)NCC1=CC(=C(C=C1)F)C)C)C(F)(F)F